ClC1=CC2=C(NC(=N2)C=2C=C(NC3=CC=C(C=C3)C=3N=NC=CC3)C=CC2)C=C1F 3-(5-chloro-6-fluoro-1H-benzo[d]imidazol-2-yl)-N-(4-pyridazin-3-ylphenyl)aniline